(2S)-2-(4,5-dimethylpyridin-3-yl)-1-methylpyrrolidin-1-ium citrate C(CC(O)(C(=O)[O-])CC(=O)[O-])(=O)[O-].CC1=C(C=NC=C1C)[C@H]1[NH+](CCC1)C.CC1=C(C=NC=C1C)[C@H]1[NH+](CCC1)C.CC1=C(C=NC=C1C)[C@H]1[NH+](CCC1)C